CN(CCNC1=NC(=NC(=C1)C)NC(=O)NC1=NC2=CC=CC=C2C=C1)C 1-(4-((2-(dimethylamino)ethyl)amino)-6-methylpyrimidin-2-yl)-3-(quinolin-2-yl)urea